2-bromo-1-fluoro-3-nitro-benzene BrC1=C(C=CC=C1[N+](=O)[O-])F